4-{2-[(2S)-2-(2-isopropoxyphenyl)-4-methylpiperazin-1-yl]-7-azaspiro[3.5]nonan-7-yl}-N-[3-nitro-4-({[(1r,4r)-4-hydroxy-4-methylcyclohexyl]methyl}amino)benzenesulfonyl]benzamide C(C)(C)OC1=C(C=CC=C1)[C@@H]1N(CCN(C1)C)C1CC2(C1)CCN(CC2)C2=CC=C(C(=O)NS(=O)(=O)C1=CC(=C(C=C1)NCC1CCC(CC1)(C)O)[N+](=O)[O-])C=C2